C1=C(C=CC=2C=CC3=C(OC4=C3C=CC=C4)C12)B(O)O naphtho[b]benzofuran-2-ylboronic acid